OC=1C(=C(C(=CC1)C)NC(=O)C1=CN=C(S1)NC)C N-(3-Hydroxy-2,6-dimethyl-phenyl)-2-(methylamino)thiazole-5-carboxamide